CC=C[SiH](Cl)Cl methylvinyldichlorosilane